N-[tris(dimethylpropylsiloxy)silylpropyl]acrylamide C[Si](O[Si](O[Si](C)(C)CCC)(O[Si](C)(C)CCC)CCCNC(C=C)=O)(CCC)C